2-(3-Cyano-phenyl)-5-trifluoromethyl-2H-pyrazole-3-carboxylic acid {3-[biphenyl-4-yl-(cyclopropylmethylamino)-methyl]-phenyl}-amide C1(=CC=C(C=C1)C(C=1C=C(C=CC1)NC(=O)C=1N(N=C(C1)C(F)(F)F)C1=CC(=CC=C1)C#N)NCC1CC1)C1=CC=CC=C1